NC1=C(C2=C(S1)C(C(CC2)(CC2CCCCC2)C#N)=O)C(=O)N 2-Amino-6-cyano-6-(cyclohexylmethyl)-7-oxo-4,5,6,7-tetrahydrobenzo[b]thiophene-3-carboxamide